tert-butyl (3-((5-bromo-2-((1-methyl-1H-pyrazol-4-yl)amino)pyrimidin-4-yl)oxy)phenyl)carbamate BrC=1C(=NC(=NC1)NC=1C=NN(C1)C)OC=1C=C(C=CC1)NC(OC(C)(C)C)=O